(-)-trans-caryophyllene C=C1CC/C=C(\C)CC[C@@H]2[C@@H]1CC2(C)C